C(CCC)OC(CCN)=O β-alanine butyl ester